3-(6-(bromomethyl)-4-chloro-7-cyclopentyl-7H-pyrrolo[2,3-d]pyrimidin-5-yl)-5-cyclopropylisoxazole-4-carboxylic acid benzyl ester C(C1=CC=CC=C1)OC(=O)C=1C(=NOC1C1CC1)C1=C(N(C=2N=CN=C(C21)Cl)C2CCCC2)CBr